OC[C@@H](CCO)OC=1C=C(C(=O)N[C@H](C)C=2C=NC(=NC2)C(F)(F)F)C=C(C1)C=1SC(=CN1)C 3-{[(2R)-1,4-dihydroxybutan-2-yl]oxy}-5-(5-methyl-1,3-thiazol-2-yl)-N-{(1R)-1-[2-(trifluoromethyl)pyrimidin-5-yl]ethyl}benzamide